COC1=C(CNC2=C3N=CN(C3=NC=N2)[C@H]2[C@@H](O)[C@H](O)[C@H](O2)CO)C(=CC=C1)OC 6-(2,6-Dimethoxybenzylamino)-9-β-D-arabinofuranosylpurin